CC1=CC=C(C=C1)C1(C(CCCC1)NC)OC 2-(4-methylphenyl)-2-methoxy-N-methyl-cyclohexan-1-amine